CN(CC#CC(=O)N(C)[C@H](C(=O)NCCC=1C=C(C=C(C1)OC)NC=1C(=NC(=C(N1)NC1CCOCC1)CC)C(=O)N)C)C (S)-3-((3-(2-(2-(4-(dimethylamino)-N-methylbut-2-ynamido)propanamido)ethyl)-5-methoxyphenyl)amino)-6-ethyl-5-((tetrahydro-2H-pyran-4-yl)amino)pyrazine-2-carboxamide